2-[4-[8-[3-chloro-4-[(3S)-3-hydroxypyrrolidine-1-carbonyl]anilino]imidazo[1,2-a]pyrazin-3-yl]-3-(trifluoromethyl)pyrazol-1-yl]acetonitrile ClC=1C=C(NC=2C=3N(C=CN2)C(=CN3)C=3C(=NN(C3)CC#N)C(F)(F)F)C=CC1C(=O)N1C[C@H](CC1)O